C1(=C(C=CC=C1)C1(C=CC2=C(SC3=C2SC2=C3C=CC(=C2)N(C2=C(C=CC=C2)C)C2=C(C=CC=C2)C)C1)NC1=C(C=CC=C1)C)C 2,N2,N7,N7-Tetrao-tolyl-benzo[b]benzo[4,5]thieno[2,3-d]thiophene-2,7-diamine